2-(5-bromopyridin-2-yl)-N-((6-methoxypyridin-3-yl)methyl)-5-methyl-octahydrocyclopenta[c]pyrrole-5-amine BrC=1C=CC(=NC1)N1CC2C(C1)CC(C2)(NCC=2C=NC(=CC2)OC)C